BrC=1C(OC2=CC(=C(C=C2C1)C1CC1)O[Si](C(C)C)(C(C)C)C(C)C)(C)C ((3-bromo-6-cyclopropyl-2,2-dimethyl-2H-chromen-7-yl)oxy)triisopropylsilane